(1R,4S)-2-azabicyclo[2.2.1]hept-5-ene [C@H]12NC[C@H](C=C1)C2